C1(CCC1)CC1=CC=2C(N=C1)=NN(C2)C=2C=C(C=CC2F)N2CCC2 N-{3-[5-(cyclobutylmethyl)-2H-pyrazolo[3,4-b]pyridin-2-yl]-4-fluorophenyl}azetidine